methyl (2R)-1-{3-[(1S)-1-{[(tert-butoxy)carbonyl]amino} but-3-en-1-yl]-5-fluorophenyl}-5-oxopyrrolidine-2-carboxylate C(C)(C)(C)OC(=O)N[C@@H](CC=C)C=1C=C(C=C(C1)F)N1[C@H](CCC1=O)C(=O)OC